NC1=CC=C(C=C1)NC(NC1=CC=CC=C1)=O 3-(4-aminophenyl)-1-phenylurea